C=C1CCN(CC1)C(=O)C1CCOCC1 (4-methylenepiperidin-1-yl)(tetrahydro-2H-pyran-4-yl)methanone